6-O-beta-D-galactopyranosyl-L-ascorbic acid [C@@H]1([C@H](O)[C@@H](O)[C@@H](O)[C@H](O1)CO)OC[C@@H]([C@@H]1C(=C(C(=O)O1)O)O)O